1-{2-fluoro-4-methyl-5-[(2,2,2-trifluoroethyl)sulfinyl]phenyl}-3-(trifluoro-methyl)-1H-1,2,4-triazole-5-amine FC1=C(C=C(C(=C1)C)S(=O)CC(F)(F)F)N1N=C(N=C1N)C(F)(F)F